C(C1=CC=CC=C1)OC(=O)N(C[C@@H](C)N(C(OC(C)(C)C)=O)C)CC1=NN(C=C1C=1C=C2CC(NC2=C(C1)Cl)=O)C tert-butyl N-[(1R)-2-[benzyloxycarbonyl-[[4-(7-chloro-2-oxo-indolin-5-yl)-1-methyl-pyrazol-3-yl]methyl]amino]-1-methyl-ethyl]-N-methyl-carbamate